FC1=CC=C(CN2C(C(=CC3=CC(=CN=C23)C2COC2)C(=O)OCC)=O)C=C1 ethyl 1-(4-fluorobenzyl)-6-(oxetan-3-yl)-2-oxo-1,2-dihydro-1,8-naphthyridine-3-carboxylate